C1(CC1)N1N=CC=2C1=NC(=NC2)C#N 1-cyclopropyl-pyrazolo[3,4-d]pyrimidine-6-carbonitrile